N1=NC=C(C=C1)C1=C2CCN(C2=CC=C1)C(=O)[C@H]1N(CCC1)C#N (S)-2-(4-(pyridazin-4-yl)indoline-1-carbonyl)pyrrolidine-1-carbonitrile